C(C1=CC=CC=C1)NC1=NC(=NN2C1=CC=C2C2CN(CC2)CC(F)F)N2C(=CC=1C(=CC=CC21)C(=O)N)C 1-(4-(benzylamino)-7-(1-(2,2-difluoroethyl)pyrrolidin-3-yl)pyrrolo[2,1-f][1,2,4]triazin-2-yl)-2-methyl-1H-indole-4-carboxamide